N-[[4-(difluoromethyl)phenyl]-[5-methyl-4-(methylsulfonimidoyl)-1H-imidazol-2-yl]methyl]-3,5-difluoropyridin-2-amine FC(C1=CC=C(C=C1)C(NC1=NC=C(C=C1F)F)C=1NC(=C(N1)S(=O)(=N)C)C)F